FC1=C(C=CC(=C1)OC)C=1N=C(C=2C=CC(=C(C2C1)N)C)N (2-fluoro-4-methoxyphenyl)-6-methylisoquinoline-1,5-diamine